C(C=C)(=O)N1[C@@H](CN(CC1)C1=NC(N2C3=C(C(=C(C=C13)Cl)C1=C(C=C(C=C1)F)F)SCC2)=O)CS(=O)(=O)C 7-((S)-4-acryloyl-3-((methylsulfonyl)methyl)piperazin-1-yl)-9-chloro-10-(2,4-difluorophenyl)-2,3-dihydro-5H-[1,4]thiazino[2,3,4-ij]quinazolin-5-one